N-(3-(1H-imidazol-1-yl)propyl)-7-(1-methyl-1H-pyrazol-3-yl)-5-phenylpyrazolo[1,5-a]pyrimidine-2-carboxamide N1(C=NC=C1)CCCNC(=O)C1=NN2C(N=C(C=C2C2=NN(C=C2)C)C2=CC=CC=C2)=C1